(S)-8-(cyclobutylmethoxy)-5-(2-((5,6-diethyl-2,3-dihydro-1H-inden-2-yl)amino)-1-hydroxyethyl)quinoline C1(CCC1)COC=1C=CC(=C2C=CC=NC12)[C@@H](CNC1CC2=CC(=C(C=C2C1)CC)CC)O